COC=1C=C(N(C)C)C=CC1 m-methoxy-N,N-dimethylaniline